di(heptadecan-9-yl) 8,8'-((2,3-bis(((3-(azetidin-1-yl)propyl)carbamothioyl)oxy)-butane-1,4-diyl)bis(oxy))dioctanoate N1(CCC1)CCCNC(=S)OC(COCCCCCCCC(=O)OC(CCCCCCCC)CCCCCCCC)C(COCCCCCCCC(=O)OC(CCCCCCCC)CCCCCCCC)OC(NCCCN1CCC1)=S